C(C)(C)NCCOCCOCCC(=O)OC(C)(C)C tert-Butyl 3-(2-(2-(isopropylamino)ethoxy)ethoxy)propanoate